ClC=1C=CC(=C(C1)N1N=C(N=C1[C@H]1[C@H](O)[C@H]([C@@H](O)[C@H](O1)CO)NN=CC1=C(C=CC=C1)F)C)C(F)(F)F 5-Chloro-1-{5-{3-deoxy-3-{2-[(2-fluorophenyl)methylene]hydrazinyl}-β-D-galactopyranosyl}-3-methyl-1H-1,2,4-triazol-1-yl}-2-(trifluoromethyl)benzene